(4-bromophenyl)dimethyl(vinyl)silane BrC1=CC=C(C=C1)[Si](C=C)(C)C